chlorospiro[1,3-dioxolane-2,3'-indol]-2'-thione ClC1=C2C3(C(NC2=CC=C1)=S)OCCO3